2-(4,6-dimethoxypyrimidin-2-yl)octahydropyrrolo[3,4-c]pyrrole hydrochloride Cl.COC1=NC(=NC(=C1)OC)N1CC2CNCC2C1